3,4-difluoroacetophenone CC(=O)C1=CC(=C(C=C1)F)F